2-[[4-[[carboxy-[(3R)-1-methylpyrrolidin-3-yl]methyl]carbamoyl]benzoyl]amino]-2-[(3R)-1-methylpyrrolidin-3-yl]acetic acid C(=O)(O)C([C@H]1CN(CC1)C)NC(=O)C1=CC=C(C(=O)NC(C(=O)O)[C@H]2CN(CC2)C)C=C1